CC(C(=O)[O-])(C(CCN(C)C)=O)C methyl-5-(dimethylamino)-2-methyloxopentanoate